N(=[N+]=[N-])CC=1C=NC=NC1 5-(azidomethyl)pyrimidine